4-chloro-N-cyclopropyl-7-(2,4-dimethoxypyrimidin-5-yl)-5-fluoroquinoline-3-sulfonamide ClC1=C(C=NC2=CC(=CC(=C12)F)C=1C(=NC(=NC1)OC)OC)S(=O)(=O)NC1CC1